[3-(HEXYLOXY)PHENYL]BORANEDIOL C(CCCCC)OC=1C=C(C=CC1)B(O)O